SCCC(=O)O.SCCC(=O)O.C(O)C(CC)(CO)CO trimethylolpropane di-(3-mercaptopropionate)